C(C)C1(OC2=C(C(C1)=O)C=C(C=C2)C2=NC(=NO2)C2=C(C=C(C=C2)NS(=O)(=O)C)OC)CC N-{4-[5-(2,2-diethyl-4-oxo-3,4-dihydro-2H-1-benzopyran-6-yl)-1,2,4-oxadiazol-3-yl]-3-methoxyphenyl}methanesulfonamide